(1-benzyl-3-(m-tolyl)tetrahydropyridin-3-yl)methanol C(C1=CC=CC=C1)N1CC(CCC1)(C=1C=C(C=CC1)C)CO